BrC1=C(SC=C1)B(O)O 3-bromothiopheneboronic acid